BrC1=C(C=NN(C1=O)C)N[C@@H]1C[C@@H](CN(C1)C)C1=CC=C(C(=O)N2CCN(CC2)C=2C=CC(=C(C2)C2C(NC(CC2)=O)=O)C)C=C1 3-[5-[4-[4-[(3R,5R)-5-[(5-bromo-1-methyl-6-oxo-pyridazin-4-yl)amino]-1-methyl-3-piperidyl]benzoyl]piperazin-1-yl]-2-methyl-phenyl]piperidine-2,6-dione